C(C)(C)(C)[C@H]1N2C(C=3N(N=C4C(=CC=CC34)OCCCCCCCC(OCCCCC)=O)C1)=CC(C(=C2)C(=O)O)=O (R)-6-(tert-butyl)-2-oxo-10-((8-oxo-8-(pentyloxy)octyl)oxy)-6,7-dihydro-2H-pyrido[2',1':3,4]pyrazino[1,2-B]indazole-3-carboxylic acid